C(C1=CC=CC=C1)(=O)ONC(CN(C(OC)=O)C1(CC1)C1=CC(=C(C=C1)F)C(F)(F)F)(C)C methyl (2-((benzoyloxy)amino)-2-methylpropyl)(1-(4-fluoro-3-(trifluoromethyl)phenyl)cyclopropyl)carbamate